Propyl-pyrazoletriol C(CC)OC1=NNC(=C1O)O